ClC=1C(=NC(=NC1)N[C@H]1CN(CCC1)C(=O)C1CCNCC1)C1=CNC2=CC=CC=C12 (R)-(3-((5-chloro-4-(1H-indol-3-yl)pyrimidin-2-yl)amino)piperidin-1-yl)(piperidin-4-yl)methanone